N[C@@H](C(C)(O)C)C1=CC=C(C=C1)OC[C@H](CCC([2H])([2H])[2H])C (R)-1-amino-2-methyl-1-(4-(((S)-2-methylpentyl-5,5,5-d3)oxy)phenyl)propan-2-ol